di-tert-butyl 2-aminohexanedioate NC(C(=O)OC(C)(C)C)CCCC(=O)OC(C)(C)C